[Se](=O)(=O)(O)O[Se](=O)(=O)O diselenoic acid